cis-1-(2-(4-pyridazinyl)thieno[2,3-d]pyrimidin-6-yl)-3-(trifluoromethyl)cyclobutanol N1=NC=C(C=C1)C=1N=CC2=C(N1)SC(=C2)C2(CC(C2)C(F)(F)F)O